CN1C(C2(C[C@@H]1CCOS(=O)(=O)CC1=CC=CC=C1)CCN(CC2)C(=O)OC(C)(C)C)=O (R)-tert-butyl 2-methyl-1-oxo-3-(2-(toluenesulfonyloxy) ethyl)-2,8-diazaspiro[4.5]decane-8-carboxylate